N-(5-formyl-3-pyridyl)-2-oxo-2-(2-phenyl-1-piperidyl)acetamide C(=O)C=1C=C(C=NC1)NC(C(N1C(CCCC1)C1=CC=CC=C1)=O)=O